C1(CC1)N1C(CC2=C(C(=CC=C12)C)C1=C(C=C(C=C1OCC1=CC=CC=C1)CCC)OCC1=CC=CC=C1)=O 1-Cyclopropyl-4-(2,6-bis(benzyloxy)-4-propylphenyl)-5-methylindolin-2-one